2-hydroxyethyl endo,exo-5-norbornenecarboxylate C12C=CC(C(C1)C(=O)OCCO)C2